imidazo[1,2-c]-quinazolin-5-amine N=1C=CN2C(=NC=3C=CC=CC3C21)N